CC1=NC(=NN1)NC=1SC(=C(N1)C=1C=C(C#N)C=CC1)N1C(=NC=C1)C 3-{2-[(5-methyl-1H-1,2,4-triazol-3-yl)amino]-5-(2-methyl-1H-imidazol-1-yl)-1,3-thiazol-4-yl}benzonitrile